C(C)[SiH3] Monoethylsilane